O[C@@H]1C[C@H](N(C1)C([C@H](C(C)(C)C)NC(CCCCCCCCCCC(=O)O)=O)=O)C(NCC1=CC=C(C=C1)C1=C(N=CS1)C)=O 12-(((S)-1-((2S,4R)-4-hydroxy-2-((4-(4-methylthiazol-5-yl)benzyl)carbamoyl)pyrrolidin-1-yl)-3,3-dimethyl-1-oxobutan-2-yl)amino)-12-oxododecanoic acid